OC(=O)C=1C(=NC(NC1)=O)N 5-hydroxymethoyl-cytosine